C(C)(C)(C)N.C(C1=CC=CC=C1)OCC1=C(N=NN1C)C1=CC=C(C(=N1)C)O[C@@H]1C[C@H](CCC1)C(=O)O (1S,3S)-3-((6-(5-((benzyloxy)methyl)-1-methyl-1H-1,2,3-triazol-4-yl)-2-methylpyridin-3-yl)oxy)cyclohexane-1-carboxylic acid tert-butylamine salt